4-[6-amino-4-ethyl-5-[3-(methoxymethyl)phenyl]-3-pyridinyl]phenol NC1=C(C(=C(C=N1)C1=CC=C(C=C1)O)CC)C1=CC(=CC=C1)COC